C(CCCCCCCCCCC\C=C/CCCCCCCC)(=O)N[C@@H](CCCNC(N)=N)C(=O)O N-erucoyl-arginine